CC1(NC(CCC1)(C)C)C 2,2,6,6-Tetramethylpiperidine